C(C)(C)(C)N(C([O-])=O)C\C=C\C1=CN=C(S1)Br.C[NH+](CCO)C N,N-dimethyl-N-(2-hydroxyethyl)ammonium tert-butyl-(E)-(3-(2-bromothiazol-5-yl)allyl)carbamate